C1(=CC=CC=2C3=CC=CC=C3NC12)C1=CC=C(C=C1)C=1C=C2C=CC=NC2=C2C1C=CC=C2 6-(4-carbazolyl-phenyl)benzo[h]Quinoline